ClC1=C2C(=NN(C1=O)C1=CC3=CN(N=C3C=C1)C)C=CN2C[C@H]2C(C2)(F)F (S)-4-chloro-5-((2,2-difluorocyclopropyl)methyl)-2-(2-methyl-2H-indazol-5-yl)-2,5-dihydro-3H-pyrrolo[3,2-c]pyridazin-3-one